4-(difluoromethyl)-5-methylpicolinic acid FC(C1=CC(=NC=C1C)C(=O)O)F